(1S,2S)-1-[4-[(3S)-3-(dimethoxymethyl)-1-oxa-8-azaspiro[4.5]decan-8-yl]-2-methoxy-phenyl]-2-phenyl-tetralin-6-ol COC([C@@H]1COC2(C1)CCN(CC2)C2=CC(=C(C=C2)[C@H]2[C@H](CCC1=CC(=CC=C21)O)C2=CC=CC=C2)OC)OC